6-tert-butyl-5-(3,4-dichlorophenyl)-4-(o-tolyloxy)thieno[2,3-d]pyrimidine C(C)(C)(C)C1=C(C2=C(N=CN=C2OC2=C(C=CC=C2)C)S1)C1=CC(=C(C=C1)Cl)Cl